(E)-1-phenyl-3-(p-tolyl)prop-2-en-1-one C1(=CC=CC=C1)C(\C=C\C1=CC=C(C=C1)C)=O